4-(2-((7-hydroxy-8-(methylpiperazin-1-ylmethyl)-2-oxo-2H-benzopyran-3-carbonyl)oxy)ethoxy)-3-(benzenesulfonyl)-1,2,5-oxadiazole 2-oxide OC1=C(C2=C(C=C(C(O2)=O)C(=O)OCCOC=2C(=[N+](ON2)[O-])S(=O)(=O)C2=CC=CC=C2)C=C1)C(N1CCNCC1)C